((2R,4S,5R)-4-(benzylamino)-5-ethoxytetrahydro-2H-pyran-2-yl)((S)-1-(4-fluorophenyl)-3,4-dihydroisoquinolin-2(1H)-yl)methanone C(C1=CC=CC=C1)N[C@H]1C[C@@H](OC[C@@H]1OCC)C(=O)N1[C@H](C2=CC=CC=C2CC1)C1=CC=C(C=C1)F